4-(butylsulfanyl)-2,5-dimethoxybenzaldehyde C(CCC)SC1=CC(=C(C=O)C=C1OC)OC